CN1C(=CC=2C(=NC(=CC21)C2=CC(=C(C=C2)C2(CCN(CC2)CCOC)O)F)C)C2=CC=C(C=C2)S(=O)(=O)C 4-(4-(1,4-Dimethyl-2-(4-(methylsulfonyl)phenyl)-1H-pyrrolo[3,2-c]pyridin-6-yl)-2-fluorophenyl)-1-(2-methoxyethyl)piperidin-4-ol